F[P-](F)(F)(F)(F)F.[N+](=O)([O-])C1=CC(=CC=2N(N=NC21)O[P+](N2CCCC2)(N2CCCC2)N2CCCC2)C(F)(F)F ([4-nitro-6-(trifluoromethyl)benzotriazol-1-yl]-oxy)tris(pyrrolidino)phosphonium hexafluorophosphate